ClC1=NN2C(N=CC3=C2[C@@](CN3C(=O)NC3=CC(=C(C=C3)[S@@](=O)C)C(F)F)(C(F)(F)F)C)=C1 (R)-2-chloro-N-(3-(difluoromethyl)-4-((S)-methylsulfinyl)phenyl)-8-methyl-8-(trifluoromethyl)-7,8-dihydro-6H-pyrazolo[1,5-a]pyrrolo[2,3-e]pyrimidine-6-carboxamide